(3-cyclopropyl-5-(((3r,5s)-3,5-dimethylpiperazin-1-yl)methyl)phenyl)-5-methyl-4-(6-methyl-1H-indol-3-yl)pyrimidin-2-amine C1(CC1)C=1C=C(C=C(C1)CN1C[C@H](N[C@H](C1)C)C)C1=C(C(=NC(=N1)N)C1=CNC2=CC(=CC=C12)C)C